2-aminoethylmethyl-2-hydroxypropyl-ammonium methylsulfate COS(=O)(=O)[O-].NCC[NH+](CC(C)O)C